FC(N1N=CC(=C1)[C@H]1CN(C[C@H](O1)C)C1=NC2=NC(=C(N=C2C(=N1)C1=C(C=C(C=C1)F)F)C)C)F (2S,6R)-2-[1-(difluoromethyl)pyrazol-4-yl]-4-[4-(2,4-difluorophenyl)-6,7-dimethyl-pteridin-2-yl]-6-methyl-morpholine